tert-butyl N-(1-amino-2-methylpropan-2-yl)carbamate NCC(C)(C)NC(OC(C)(C)C)=O